(R,S)-3-(3-(3-(1H-pyrrolo[2,3-b]pyridin-3-yl)-1H-1,2,4-triazol-1-yl)phenyl)-3-hydroxy-1-methylpyrrolidin-2-one N1C=C(C=2C1=NC=CC2)C2=NN(C=N2)C=2C=C(C=CC2)[C@]2(C(N(CC2)C)=O)O